C1(CC1)S(=O)(=O)NC(C1=C(C=C(C=C1)N1[C@@H]2C[C@H]([C@H]([C@H]1C)C2)OCC2=C(C=NN2C2=C(C=CC=C2Cl)Cl)C2CC2)F)=O N-(cyclopropanesulfonyl)-4-[(1S,3R,4S,5R)-5-{[4-cyclopropyl-1-(2,6-dichlorophenyl)-1H-pyrazol-5-yl]methoxy}-3-methyl-2-azabicyclo[2.2.1]heptan-2-yl]-2-fluorobenzamide